N-[[4-(N-hydroxycarbamimidoyl)phenyl]methyl]-N,2-dimethoxy-propionamide ONC(=N)C1=CC=C(C=C1)CN(C(C(C)OC)=O)OC